3-(3-bromo-2-cyano-phenoxy)azetidine-1-carboxylic acid tert-butyl ester C(C)(C)(C)OC(=O)N1CC(C1)OC1=C(C(=CC=C1)Br)C#N